NC[C@@H]1COC2=C(SC=3C(NCCN1C32)=O)C=3C=NN(C3)C(C3=CC=CC=C3)(C3=CC=CC=C3)C3=CC=CC=C3 (7R)-7-(aminomethyl)-3-(1-tritylpyrazol-4-yl)-5-oxa-2-thia-8,11-diazatricyclo[6.4.1.04,13]trideca-1(13),3-dien-12-one